NC1=C(C(N(C2=CC(=CC=C12)Br)C1=CC=C(C=C1)OC(F)F)=O)C(=O)OC methyl 4-amino-7-bromo-1-(4-((difluoromethyl)oxy)phenyl)-2-oxo-1,2-dihydroquinoline-3-carboxylate